3-((1S)-1-(3,3-difluorocyclohexyl)-2,2,2-trifluoroethyl)-1-ethyl-1-((R)-1-(3-(8-methoxyimidazo[1,2-a]pyrazin-6-yl)phenyl)ethyl)urea FC1(CC(CCC1)[C@@H](C(F)(F)F)NC(N([C@H](C)C1=CC(=CC=C1)C=1N=C(C=2N(C1)C=CN2)OC)CC)=O)F